BrC1=C(C2=C(N(C(=N2)[C@@H](NC(=O)C=2N(N=CC2)C)C2CCC(CC2)C)C)C=C1)F N-[(S)-(5-bromo-4-fluoro-1-methylbenzimidazol-2-yl)(4-methylcyclohexyl)-methyl]-2-methylpyrazole-3-carboxamide